C(C)(C)(C)OC(=O)NCC=1C=C(C=CC1)C1=CC(=CC=2C=C(OC21)/C=N/[S@](=O)C(C)(C)C)COC2=C(C=CC=C2)CC(=O)OCC (+)-(R,E)-ethyl 2-(2-((7-(3-(((tert-butoxycarbonyl)amino)methyl)phenyl)-2-(((tert-butylsulfinyl)imino)methyl)benzofuran-5-yl)methoxy)phenyl)acetate